(4-(oxetan-3-yl)piperazin-1-yl)pent-2-enamide O1CC(C1)N1CCN(CC1)C(C(=O)N)=CCC